4-(2-(6-(2-bromo-4-chloro-6-fluorophenyl)-1,1-dioxido-1,2,6-thiadiazinan-2-yl)acetamido)adamantan-1-carboxamide BrC1=C(C(=CC(=C1)Cl)F)N1CCCN(S1(=O)=O)CC(=O)NC1C2CC3(CC(CC1C3)C2)C(=O)N